CC1=C(C=C(C=C1)OC1CC(CCC1)C)[N+](=O)[O-] 1-methyl-4-[(3-methylcyclohexyl)oxy]-2-nitrobenzene